fluorine tertiary butyl alcohol C(C)(C)(C)O.[F]